2-bromo-1-(2,6-dichlorophenyl)ethan-1-one BrCC(=O)C1=C(C=CC=C1Cl)Cl